2-Amino-N-[4-[2-[[(2R)-2-hydroxy-2-phenyl-ethyl]Amino]-ethyl]phenyl]-4-thiazoleacetamide NC=1SC=C(N1)CC(=O)NC1=CC=C(C=C1)CCNC[C@@H](C1=CC=CC=C1)O